C1=CC=CC=2C3=CC=CC=C3N(C12)C1=CC=C(C=C1)C1=CC=C2C=3C=CC(=CC3C(C2=C1)(CCC)CCC)C1=CC=C(C=C1)C=1OC(=NN1)C1=CC=CC=C1 2-(4-(7-(4-(9H-carbazole-9-yl)phenyl)-9,9-dipropyl-9H-fluorene-2-yl)phenyl)-5-phenyl-1,3,4-oxadiazole